C(C)O.[Ce] cerium ethanol